C(CCCCCCCCCCC)CS(=O)(=O)O.FC1=CC=C(C=C1)C(=O)N1C(C2=C(CC1)N=CN2C2=NC(=NS2)C)C (4-Fluorophenyl)(4-methyl-3-(3-methyl-1,2,4-thiadiazol-5-yl)-3,4,6,7-tetrahydro-5H-imidazo[4,5-c]pyridin-5-yl)methanone (S)-dodecyl-methanesulfonate